(4-(2-cyano-7-((5-methoxy-7-methyl-1H-indol-4-yl)methyl)-7-azaspiro[3.5]nonan-6-yl)benzoyl)glycine C(#N)C1CC2(C1)CC(N(CC2)CC2=C1C=CNC1=C(C=C2OC)C)C2=CC=C(C(=O)NCC(=O)O)C=C2